5-octylphenyl-2-methoxyphenyl-4-pyridone C(CCCCCCC)C=1C=CC=C(C1)C1C(=NC=CC1=O)C1=C(C=CC=C1)OC